1-(1H-Benzo[d]imidazol-5-yl)-5-phenylimidazolidin-2-on N1C=NC2=C1C=CC(=C2)N2C(NCC2C2=CC=CC=C2)=O